tert-Butyl (R)-6-((R)-(2-chlorophenyl)(hydroxy)methyl)-2,2-dimethylpiperidine-1-carboxylate ClC1=C(C=CC=C1)[C@H]([C@H]1CCCC(N1C(=O)OC(C)(C)C)(C)C)O